NC1=C(C(=O)O)C=CC(=C1)C(=O)O 2-amino-TEREPHTHALIC ACID